OC1=C(C=C(C=C1)OC)C(C)=O 1-(2-hydroxy-5-methoxyphenyl)ethanone